N-(dibenzofuran-4-yl)-9,9-dimethyl-9H-fluoren-2-amine C1=CC=C(C=2OC3=C(C21)C=CC=C3)NC3=CC=2C(C1=CC=CC=C1C2C=C3)(C)C